(4-(methylthio)phenyl)hydrazine CSC1=CC=C(C=C1)NN